O[C@H]1[C@@H](COC1)OC1=NN(C=C1NC=1N=CC2=C(N1)N(C(=C2)C#N)[C@H](COC)C)C([2H])([2H])[2H] 2-((3-(((3R,4R)-4-hydroxytetrahydrofuran-3-yl)oxy)-1-(methyl-d3)-1H-pyrazol-4-yl)amino)-7-((S)-1-methoxypropan-2-yl)-7H-pyrrolo[2,3-d]pyrimidine-6-carbonitrile